8-Bromo-1-methyl-2-oxo-N-phenyl-quinoline-3-carboxamide BrC=1C=CC=C2C=C(C(N(C12)C)=O)C(=O)NC1=CC=CC=C1